1-bromo-3-(2,2,2-trifluoro-1-(methoxymethyloxy)ethyl)naphthalene BrC1=CC(=CC2=CC=CC=C12)C(C(F)(F)F)OCOC